(R)-((2R,5R)-5-(4-Chlorophenyl)pyrrolidin-2-yl)(2-fluorophenyl)-methanol hydrochloride Cl.ClC1=CC=C(C=C1)[C@H]1CC[C@@H](N1)[C@H](O)C1=C(C=CC=C1)F